C(C)(C)(C)OC(=O)N1C[C@@H](CCC1)N (R)-N-tert-butoxycarbonyl-3-aminopiperidine